C(C)OC(C[N+](=O)[O-])=O 2-nitro-acetic acid ethyl ester